N1C=C(C2=CC=CC=C12)CCC1N(CCC=2C=C3C(=CC12)ONO3)CC3=CC=NC=C3 5-(2-(1H-indol-3-yl)ethyl)-6-(pyridin-4-ylmethyl)-5,6,7,8-tetrahydro-[1,3]dioxazolo[4,5-g]isoquinoline